FC1=C(OC2C[C@H]3[C@H](CN(C3)C[C@H](C=3C=C4C=NN(C4=CC3)C3OCCCC3)O)C2)C=CC(=C1)F (3aS,5S,6aR)-5-(2,4-difluorophenoxy)-2-((2S)-2-hydroxy-2-(1-(tetrahydro-2H-pyran-2-yl)-1H-indazol-5-yl)ethyl)hexahydrocyclopenta[c]pyrrol